C1=CC(=CC=C1O)I p-hydroxyiodobenzene